FC=1C=CC=C2CC(NC12)=O 7-fluoro-2,3-dihydro-1H-indol-2-one